ethyl (R)-2-(1-(6-(5-(((4-chloro-6-cyclobutyl-1,3,5-triazin-2-yl)oxy)methyl)-1-methyl-1H-1,2,3-triazol-4-yl)-2-ethylpyridin-3-yl)piperidin-3-yl)acetate ClC1=NC(=NC(=N1)C1CCC1)OCC1=C(N=NN1C)C1=CC=C(C(=N1)CC)N1C[C@H](CCC1)CC(=O)OCC